N-(2-(2-(4-(benzyloxy)phenoxy)ethoxy)ethyl)cyclobutylamine C(C1=CC=CC=C1)OC1=CC=C(OCCOCCNC2CCC2)C=C1